P(=O)(OC1=C(C=CC=C1)C(C)(C)C)(OC1=C(C=CC=C1)C(C)(C)C)OC1=C(C=CC=C1)C(C)(C)C tri(2-t-butylphenyl) phosphate